C(C)(C)(C)C1=NOC(=C1)NC(C(CCC)N1N=C(C(=C1)Br)C(F)(F)F)=O 2-(4-Bromo-3-trifluoromethyl-pyrazol-1-yl)-pentanoic Acid (3-tert-butyl-isoxazol-5-yl)-amide